2-heptylpropanedioic acid potassium salt [K+].C(CCCCCC)C(C(=O)[O-])C(=O)[O-].[K+]